OC(C=O)CCC 2-hydroxy-valeraldehyde